OC(CN1C(N(C2=CC=CC=C2C1=O)CCC1=CC=C(C=C1)OC)=O)CN1CC2=CC=CC=C2CC1 3-[2-Hydroxy-3-(1,2,3,4-tetrahydroisoquinolin-2-yl)propyl]-1-[2-(4-methoxyphenyl)ethyl]-1,2,3,4-tetrahydroquinazoline-2,4-dione